CC1=NC2=CC=CC=C2C(=C1)NCCC1=CC=C(C=C1)[N+](=O)[O-] 2-methyl-N-(4-nitrophenylethyl)quinolin-4-amine